IC=1C(=CC(=C(C(=O)OC)C1)NC(C(F)(F)F)=O)OC methyl 5-iodo-4-methoxy-2-(2,2,2-trifluoroacetamido)benzoate